C[C@@H](CCO)O S-1,3-butanediol